5-chloro-8-(2-fluoro-6-methylphenyl)-N-(2-methyl-1,2,3,4-tetrahydroisoquinolin-7-yl)quinazolin-2-amine ClC1=C2C=NC(=NC2=C(C=C1)C1=C(C=CC=C1C)F)NC1=CC=C2CCN(CC2=C1)C